2-(2-chlorophenyl)-N-{3-[(2,4-dimethoxybenzyl)sulfamoyl]-4-(4-methyl-1H-pyrazol-1-yl)phenyl}acetamide ClC1=C(C=CC=C1)CC(=O)NC1=CC(=C(C=C1)N1N=CC(=C1)C)S(NCC1=C(C=C(C=C1)OC)OC)(=O)=O